ClC1=C(C=C(C=C1)[C@H]1O[C@H](CCC1)COC(CCCCC=CCCC)=O)C1=CC=C(C=C1)OCC (2S,3S,4R,5R,6R)-2-(4-chloro-3-(4-ethoxyphenyl)phenyl)-6-((6-decenoyloxy)methyl)tetrahydro-2H-pyran